ClC1=CC=C(C=C1)[C@@]1(N(C(C2=CC(=CC=C12)C(CN1C(NCC1)=O)(C)O)=O)CC1=NC=C(C=C1)Cl)OC (3R)-3-(4-Chlorophenyl)-2-[(5-chloropyridin-2-yl)methyl]-6-[2-hydroxy-1-(2-oxoimidazolidin-1-yl)propan-2-yl]-3-methoxy-2,3-dihydro-1H-isoindol-1-on